COC(C1CCN(CC1)C=1C=C2C=CN(C2=CC1)C(=O)OCC1=CC=CC=C1)OC benzyl 5-(4-(dimethoxymethyl)piperidin-1-yl)-1H-indole-1-carboxylate